1,1,3,3-tetrachloro-1,3-disilacyclohexane Cl[Si]1(C[Si](CCC1)(Cl)Cl)Cl